3-chloro-5-methylbenzaldehyde ClC=1C=C(C=O)C=C(C1)C